2,4-dichloro-5-((5-methylfuran-2-yl)methyl)pyrimidine tert-butyl-4-((3-(4-((2,6-dioxopiperidin-3-yl)amino)phenyl)-3,6-diazabicyclo[3.2.1]octan-6-yl)methyl)piperidine-1-carboxylate C(C)(C)(C)OC(=O)N1CCC(CC1)CN1C2CN(CC(C1)C2)C2=CC=C(C=C2)NC2C(NC(CC2)=O)=O.ClC2=NC=C(C(=N2)Cl)CC=2OC(=CC2)C